BrC=1C=C(C=C2C=NNC12)S(=O)(=O)CC(C)(C)C 7-bromo-5-(2,2-dimethylpropylsulfonyl)-1H-indazole